C(CCCCCCC\C=C/C\C=C/CCCCC)(=O)OCCCCCCCCCCCCCCCCCCCCCCCCCCCCCCCCCCCCC heptatriacontyl linoleate